6-chloro-5-(5-((1-(difluoromethyl)cyclopropyl)ethynyl)-3,4-dihydroquinolin-1(2H)-yl)-1-methyl-[1,2,4]triazolo[4,3-a]quinazoline ClC1=C2C(=NC=3N(C2=CC=C1)C(=NN3)C)N3CCCC1=C(C=CC=C31)C#CC3(CC3)C(F)F